tert-butyl (2S,4R)-2-(((S)-(5-(3,3-difluorocyclobutyl)-6-fluoropyridin-2-yl)(phenyl)methyl)carbamoyl)-4-fluoropyrrolidine-1-carboxylate FC1(CC(C1)C=1C=CC(=NC1F)[C@H](C1=CC=CC=C1)NC(=O)[C@H]1N(C[C@@H](C1)F)C(=O)OC(C)(C)C)F